2'-{6-amino-5-[(1R)-1-(2-chlorophenyl)ethoxy]pyridin-3-yl}-N-ethyl-5',6'-dihydrospiro[pyrrolidine-3,4'-pyrrolo[1,2-b]pyrazole]-1-carboxamide NC1=C(C=C(C=N1)C=1C=C2N(N1)CCC21CN(CC1)C(=O)NCC)O[C@H](C)C1=C(C=CC=C1)Cl